3,3-dimethyl-N'-(((S)-2-methyl-2,4,5,6-tetrahydro-1H-cyclobuta[f]inden-3-yl)carbamoyl)-2,3-dihydropyrazolo[5,1-b]oxazole-7-sulfonimidamide CC1(N2C(OC1)=C(C=N2)S(=O)(N)=NC(NC2=C1C(=CC=3CCCC23)C[C@@H]1C)=O)C